C[C@@H]1CN(C[C@H]2N1C[C@@H](C2)N(C2=NC=1CCNCC1C=C2)C)C2=C1C=CC=NC1=C(C=C2)C#N 5-[(4R,7R,8aS)-4-methyl-7-[methyl(5,6,7,8-tetrahydro-1,6-naphthyridin-2-yl)amino]-3,4,6,7,8,8a-hexahydro-1H-pyrrolo[1,2-a]pyrazin-2-yl]quinoline-8-carbonitrile